34-(eicos-13-enoyloxy)-tetratriacontanoic acid C(CCCCCCCCCCCC=CCCCCCC)(=O)OCCCCCCCCCCCCCCCCCCCCCCCCCCCCCCCCCC(=O)O